triethyl orthoacetate C(C)(OCC)(OCC)OCC